3-Methoxymethyl-pyrrolidin COCC1CNCC1